BrC1=C(C(=O)O)C=C(C=C1)C(F)(F)F 2-bromo-5-trifluoromethyl-benzoic acid